O[C@@H]1C[C@H](OC2=C1C=C(C=C2)C(F)(F)F)C(=O)NC21CC(C2)(C1)N1N=CC(=C1)C1=NC=C(C=C1)OC(F)(F)F (2S,4R)-4-hydroxy-N-(3-{4-[5-(trifluoromethoxy)pyridin-2-yl]-1H-pyrazol-1-yl}bicyclo[1.1.1]pentan-1-yl)-6-(trifluoromethyl)-3,4-dihydro-2H-1-benzopyran-2-carboxamide